C1=CC=CC=2C=CC=3N(C=4C=CC=CC4C3C21)C2=C(C#N)C(=C(C(=C2N2C=1C=CC=CC1C=1C3=C(C=CC21)C=CC=C3)N3C=2C=CC=CC2C=2C1=C(C=CC32)C=CC=C1)C1=NC(=CC=C1)C)N1C=3C=CC=CC3C=3C2=C(C=CC13)C=CC=C2 2,3,4,6-tetrakis(7H-benzo[c]carbazol-7-yl)-5-(6-methylpyridin-2-yl)benzonitrile